(1-methylpiperidin-2-yl)methyl (Z)-2-(1-(4-(benzyloxy)-3,5-dimethoxybenzylidene)-5-methoxy-2-methyl-1H-inden-3-yl)acetate C(C1=CC=CC=C1)OC1=C(C=C(\C=C/2\C(=C(C3=CC(=CC=C23)OC)CC(=O)OCC2N(CCCC2)C)C)C=C1OC)OC